2-chloro-1-(4-tosylpiperazin-1-yl)ethan-1-one ClCC(=O)N1CCN(CC1)S(=O)(=O)C1=CC=C(C)C=C1